2-((4-amino-3-(3-fluoro-4-methoxyphenyl)-1H-pyrazolo[3,4-d]pyrimidin-1-yl)methyl)-3-cyclopentyl-5-fluoroquinazolin-4(3H)-one NC1=C2C(=NC=N1)N(N=C2C2=CC(=C(C=C2)OC)F)CC2=NC1=CC=CC(=C1C(N2C2CCCC2)=O)F